O1C(OCCC1)CC[C@@H](C1=NC=CN=C1)N[S@@](=O)C(C)(C)C (S)-N-((S)-3-(1,3-dioxan-2-yl)-1-(pyrazin-2-yl)propyl)-2-methylpropane-2-sulfinamide